NC1=C(C=C(C=CC2=CCCC(C2)(C)C)C=C1)O 3-(4-amino-3-hydroxystyryl)-5,5-dimethylcyclohex-2-ene